(S)-2-((2S,3S)-2-((S)-3-(4-Hydroxyphenyl)-2-((S)-tetrahydrofuran-2-carboxamido)propanamido)-3-methylpentanamido)-5,5-dimethylhexanoic acid OC1=CC=C(C=C1)C[C@@H](C(=O)N[C@H](C(=O)N[C@H](C(=O)O)CCC(C)(C)C)[C@H](CC)C)NC(=O)[C@H]1OCCC1